3-[2-[2-[2-(2-aminoethoxy)ethoxy]ethoxy]ethoxy]-N-[2,3-bis[(Z)-octadec-9-enoxy]propyl]-N-octyl-propanamide NCCOCCOCCOCCOCCC(=O)N(CCCCCCCC)CC(COCCCCCCCC\C=C/CCCCCCCC)OCCCCCCCC\C=C/CCCCCCCC